PYRAZOLO[3,4-B]PYRIDINE N1N=CC=2C1=NC=CC2